(3S)-3-(9H-fluoren-9-ylmethoxycarbonylamino)-4-oxo-4-pyrrolidin-1-ylbutanoic acid C1=CC=CC=2C3=CC=CC=C3C(C12)COC(=O)N[C@@H](CC(=O)O)C(N1CCCC1)=O